(R)-8-(6-(1,1-dioxidotetrahydro-2H-thiopyran-4-yl)-4-((1-(5-(2-((methylamino)methyl)phenyl)thiophen-2-yl)ethyl)amino)-7-oxopyrido[2,3-d]pyrimidin-8(7H)-yl)octyl ethanesulfonate C(C)S(=O)(=O)OCCCCCCCCN1C(C(=CC2=C1N=CN=C2N[C@H](C)C=2SC(=CC2)C2=C(C=CC=C2)CNC)C2CCS(CC2)(=O)=O)=O